CN(CC(C(/C=C/C1=CC=CC=C1)=O)C)C (E)-5-(dimethylamino)-4-methyl-1-phenyl-Pent-1-en-3-one